CC1(C2CC=C(C1C2)C(=O)OCC=C)C allyl 6,6-dimethylbicyclo[3.1.1]hept-2-en-2-carboxylate